allyloxydecanol C(C=C)OC(CCCCCCCCC)O